N1(N=CN=C1)C1=C(C=C(C=C1)C(F)(F)F)NS(=O)(=O)C=1C=C(C(=O)OC)C=CC1OC methyl 3-(N-(2-(1,2,4-triazol-1-yl)-5-(trifluoromethyl)phenyl)sulfamoyl)-4-methoxybenzoate